(1R,3S)-3-hydroxycyclohexyl acetate C(C)(=O)O[C@H]1C[C@H](CCC1)O